5-nitro-N-((3aR,5s,6aS)-octahydrocyclopenta[c]pyrrol-5-yl)-1-(phenylsulfonyl)-1H-pyrrolo[2,3-b]pyridin-4-amine [N+](=O)([O-])C1=C(C2=C(N=C1)N(C=C2)S(=O)(=O)C2=CC=CC=C2)NC2C[C@@H]1[C@@H](CNC1)C2